CN1N=CC(=C1)C1=C(C(=NC=C1)NC1=NC=NC(=C1)N)S(=O)(=O)C N4-(4-(1-methyl-1H-pyrazol-4-yl)-3-(methylsulfonyl)pyridin-2-yl)pyrimidine-4,6-diamine